O1CCN(CC1)C(CN1C(CNCC1)=O)=O 1-(2-morpholino-2-oxoethyl)piperazin-2-one